2-(6-Oxo-1-((2-(trimethylsilyl)ethoxy)methyl)-1,6-dihydropyridazin-3-yl)-5-(4,4,5,5-tetramethyl-1,3,2-dioxaborolan-2-yl)isoindolin-1-one O=C1C=CC(=NN1COCC[Si](C)(C)C)N1C(C2=CC=C(C=C2C1)B1OC(C(O1)(C)C)(C)C)=O